(2S,4R)-1-(4-(dimethylamino)-4-oxo-3,3-diphenylbutyl)-4-hydroxy-N-(4-(4-(6-(trifluoromethyl)pyridin-2-yl)piperazin-1-yl)butyl)pyrrolidine-2-carboxamide CN(C(C(CCN1[C@@H](C[C@H](C1)O)C(=O)NCCCCN1CCN(CC1)C1=NC(=CC=C1)C(F)(F)F)(C1=CC=CC=C1)C1=CC=CC=C1)=O)C